3-(2,5-Dimethyl-1H-pyrrol-1-yl)-N-methoxy-N-methyl-1H-pyrazole-5-carboxamide CC=1N(C(=CC1)C)C1=NNC(=C1)C(=O)N(C)OC